2-(3-cyanophenyl)-3-(2,6-dimethyl-4-pyridyl)-N-[1-(3-hydroxyoxetan-3-yl)ethyl]pyrazolo[1,5-a]pyrimidine-5-carboxamide C(#N)C=1C=C(C=CC1)C1=NN2C(N=C(C=C2)C(=O)NC(C)C2(COC2)O)=C1C1=CC(=NC(=C1)C)C